CN(CC1=CN=C2C(=N1)C(=NC(=N2)N)N)C3=CC=C(C=C3)C(=O)NC(CCC(=O)O)C(=O)O 4-amino-N10-Methylpteroylglutamic acid